3-((3-exo)-3-((2-((5-methyl-1H-pyrazol-3-yl)amino)pyrrolo[2,1-f][1,2,4]triazin-4-yl)amino)-8-azabicyclo[3.2.1]octan-8-yl)propionitrile CC1=CC(=NN1)NC1=NN2C(C(=N1)NC1CC3CCC(C1)N3CCC#N)=CC=C2